methyl-taurine sodium salt [Na+].CNCCS(=O)(=O)[O-]